Cl.ClC=1N=C(C2=C(N1)CNC2)Cl 2,4-dichloro-6,7-dihydro-5H-pyrrolo[3,4-d]pyrimidine HCl salt